tert-Butyl 2-(3-acetyl-5-(6-fluoropyridin-3-yl)-1H-indazol-1-yl)acetate C(C)(=O)C1=NN(C2=CC=C(C=C12)C=1C=NC(=CC1)F)CC(=O)OC(C)(C)C